4-(3-(4-(aminomethyl)phenyl)pyrazolo[1,5-a]pyrimidin-5-yl)piperazine-1-carboxylic acid isopropyl ester C(C)(C)OC(=O)N1CCN(CC1)C1=NC=2N(C=C1)N=CC2C2=CC=C(C=C2)CN